ethyl 1-((1-benzylpiperidin-4-yl)methyl)-6-methyl-2-oxo-4-(4-oxo-4H-chromen-3-yl)-1,2,3,4-tetrahydropyrimidine-5-carboxylate C(C1=CC=CC=C1)N1CCC(CC1)CN1C(NC(C(=C1C)C(=O)OCC)C1=COC2=CC=CC=C2C1=O)=O